C(C)(C)(C)C1=C(C=C(C=C1F)NC([C@@H](C=1C=C2C=NN(C2=CC1)C)NC(CC1=CC(=NO1)O)=O)=O)F (2R)-N-(4-tert-butyl-3,5-difluorophenyl)-2-(((3-hydroxy-1,2-oxazol-5-yl)acetyl)amino)-2-(1-methyl-1H-indazol-5-yl)acetamide